FC=1C=C(CC2=CC(=NC=C2)N2N=C(C(=C2CO)C(=O)OCC)C)C=C(C1)C(F)F ethyl 1-(4-(3-fluoro-5-(difluoromethyl) benzyl) pyridin-2-yl)-5-(hydroxymethyl)-3-methyl-1H-pyrazole-4-carboxylate